CCC1C(CC)O1 3,4-hexylene oxide